9-Ethyl-carbazole Sodium [Na].C(C)N1C2=CC=CC=C2C=2C=CC=CC12